CC1CCC(=NC1)C=1C=CC2=C(N=C(S2)C2(COC2)CN)C1 (3-(5-(5-methyl-3,4,5,6-tetrahydropyridin-2-yl)benzo[d]thiazol-2-yl)oxetan-3-yl)methanamine